p-acetoxybenzoic anhydride C(C)(=O)OC1=CC=C(C(=O)OC(C2=CC=C(C=C2)OC(C)=O)=O)C=C1